2-(3-Phenyloxetan-3-yl)ethanol tert-butyl-(1-phenyl-5-(trifluoromethyl)-1H-pyrazol-4-yl)carbamate C(C)(C)(C)N(C(=O)OCCC1(COC1)C1=CC=CC=C1)C=1C=NN(C1C(F)(F)F)C1=CC=CC=C1